Methyl 4-((cis)-4-Benzyl-6,6-difluorohexahydropyrrolo[3,2-b]pyrrol-1(2H)-yl)-2,2-dimethyl-4-oxobutanoate C(C1=CC=CC=C1)N1CC([C@@H]2N(CC[C@@H]21)C(CC(C(=O)OC)(C)C)=O)(F)F